C(C)N1C(NC2=CC(=CC=C2C1=O)CN1CCN(CC1)C=1C=CC(=NC1F)C(=O)NCC)=O 5-(4-((3-ethyl-2,4-dioxo-1,2,3,4-tetrahydroquinazolin-7-yl)methyl)piperazin-1-yl)-6-fluoro-N-ethylpicolinamide